[Si](O)(O)(O)O.C(CCCCCCCCCCC)[Li] dodecyl-lithium silicate